ClC=1N=CC2=C(N1)N(C(=C2)C(F)F)CC2=CC(=CC=C2)S(=O)(=O)C 2-chloro-6-(difluoromethyl)-7-(3-(methylsulfonyl)benzyl)-7H-pyrrolo[2,3-d]Pyrimidine